I(=O)O Iodous acid